N,N-dibenzyl-2,6-dimethyl-4-(methyl-d3)aniline C(C1=CC=CC=C1)N(C1=C(C=C(C=C1C)C([2H])([2H])[2H])C)CC1=CC=CC=C1